CC1(C(N(C2=C(O1)C=NC(=N2)C=2C(=NC=CC2)C(C)C)CC2=CC=C(C=C2)C=2N(C=C(N2)C(F)(F)F)C)=O)C 6,6-dimethyl-8-([4-[1-methyl-4-(trifluoromethyl)-1H-imidazol-2-yl]phenyl]methyl)-2-[2-(propan-2-yl)pyridin-3-yl]-6H,7H,8H-pyrimido[5,4-b][1,4]oxazin-7-one